methyl 5-(2-methoxy-2-oxoethyl)-2-methyl-3-phenyl-2,5-dihydro-1,2,4-oxadiazole-5-carboxylate COC(CC1(N=C(N(O1)C)C1=CC=CC=C1)C(=O)OC)=O